2-(1-phenylvinyl)pyridine C1(=CC=CC=C1)C(=C)C1=NC=CC=C1